C1N(CC=2C=NC=CC21)C(=O)[O-] dihydro-2H-pyrrolo[3,4-c]pyridine-2-carboxylate